4-[4-(ethylamino)piperidin-1-yl]-N-{8-fluoro-2-methylimidazo[1,2-a]pyridin-6-yl}-2-(2-methoxyethyl)indazole-7-carboxamide C(C)NC1CCN(CC1)C=1C2=CN(N=C2C(=CC1)C(=O)NC=1C=C(C=2N(C1)C=C(N2)C)F)CCOC